(trans)-4-((3-hydroxycyclopentyl)(methyl)amino)-1H-pyrrolo[2,3-b]pyridine-5-carboxylic acid ethyl ester C(C)OC(=O)C=1C(=C2C(=NC1)NC=C2)N(C)[C@@H]2C[C@H](CC2)O